ClC1=CC(=C2C=NNC2=C1)C=1N=NN(C1)CC1=CC=C(N=N1)N1C[C@@H](CCC1)NCC1CCC1 (R)-1-(6-((4-(6-chloro-1H-indazol-4-yl)-1H-1,2,3-triazol-1-yl)methyl)pyridazin-3-yl)-N-(cyclobutylmethyl)piperidin-3-amine